(1s,3s)-methyl 3-((3-amino-5-methoxyphenoxy)methyl)cyclobutanecarboxylate NC=1C=C(OCC2CC(C2)C(=O)OC)C=C(C1)OC